O1C=NC2=C1C=CC(=C2)NC2=NC=C(C(=N2)N2C=C(C=C2)C(=O)NC(CO)C2=CC=CC=C2)C 1-(2-(benzo[d]oxazol-5-ylamino)-5-methylpyrimidin-4-yl)-N-(2-hydroxy-1-phenylethyl)-1H-pyrrole-3-carboxamide